5-(3,3-dimethyl-2-oxo-1-(pyrimidin-2-yl)indolin-4-yl)-N-(pyridazin-4-yl)-2-(trifluoromethyl)benzamide CC1(C(N(C2=CC=CC(=C12)C=1C=CC(=C(C(=O)NC2=CN=NC=C2)C1)C(F)(F)F)C1=NC=CC=N1)=O)C